FC1=CC=C(C=C1)C1=C(N=C(C2=CC3=C(C=C12)C=NN3C3OCCCC3)C[C@H](C(=O)OC)C)C3CCOCC3 methyl (2R)-3-[5-(4-fluorophenyl)-1-tetrahydropyran-2-yl-6-tetrahydropyran-4-yl-pyrazolo[4,3-g]isoquinolin-8-yl]-2-methyl-propanoate